O[C@@H]1[C@]2(C)[C@@H](CC1)[C@@H]1CCC3=CC(CCC3=C1C=C2)=O 17b-hydroxy-estra-4,9,11-trien-3-one